Tetradecyl prop-2-enoate C(C=C)(=O)OCCCCCCCCCCCCCC